trimethyl-amylperoxy-cyclohexane CC1(C(CCCC1)(OOCCCCC)C)C